CN(C)CC=1C=C(OC2CCN(CC2)C[C@@H](CC#N)N2N=CC(=C2)C=2C3=C(N=CN2)NC=C3)C=C(C1)F (R)-4-(4-{3-[(dimethylamino)methyl]-5-fluorophenoxy}piperidin-1-yl)-3-[4-(7H-pyrrolo[2,3-d]pyrimidin-4-yl)-1H-pyrazol-1-yl]butyronitrile